NC(CO)(CO)CCCCCCCCCCCCCC 2-amino-2-tetradecyl-1,3-propanediol